N(=[N+]=[N-])[C@@H]1CC[C@H](O[C@@H]1O[C@H]1[C@@H]([C@H]([C@@H](C[C@@H]1N=[N+]=[N-])N=[N+]=[N-])O)O)[C@@H](COCC1=CC=CC=C1)N(C(OCC1=CC=CC=C1)=O)CC1=CC=CC=C1 Benzyl N-[(1R)-1-[(2S,5R,6R)-5-azido-6-[(1R,2R,3S,4R,6S)-4,6-diazido-2,3-dihydroxy-cyclohexoxy]tetrahydropyran-2-yl]-2-benzyloxy-ethyl]-N-benzyl-carbamate